COC(=O)N1NC(CC1)=O 3-oxopyrazolidine-1-carboxylic acid methyl ester